dihydro-3H-imidazopyridine diformate C(=O)O.C(=O)O.N1CNC2=C1C=CC=N2